ClC1=C(C=CC=C1)C1=C(C(=CC=C1)C=1C=NC(=C(C1)OC)CN(C)CCO)Cl 2,2'-dichloro-3'-(6-(((2-hydroxyethyl)(methyl)amino)methyl)-5-methoxypyridin-3-yl)-[1,1'-biphenyl]